C1CC12CCN(CC2)C2=C(C(=O)NC1=CC=CC3=C1N=C1N3CCC1)C=CC(=C2)I 2-{6-azaspiro[2.5]octane-6-yl}-N-{2,3-dihydro-1H-benzo[d]pyrrolo[1,2-a]imidazol-5-yl}-4-iodobenzamide